(2,3-Epoxypropyl)benzene C(C1CO1)C1=CC=CC=C1